[Cu].ClC1=NC2=C(N1CC(=O)N(CC(F)(F)F)C)C=C(C=C2OC)F 2-(2-chloro-6-fluoro-4-methoxy-1H-benzo[d]imidazol-1-yl)-N-methyl-N-(2,2,2-trifluoroethyl)acetamide copper